C(=C)P(O)(=O)N.OC(=O)CCCC[C@@H]1SC[C@@H]2NC(=O)N[C@H]12 biotin vinyl-phosphonamidate